CC=1NC(=C(C(C1C(=O)OC(C)C1=CC=CC=C1)C1=CSC2=C1C=NC=C2)[N+](=O)[O-])C 1,4-dihydro-2,6-dimethyl-5-nitro-4-[thieno[3,2-c]-pyridin-3-yl]-3-pyridinecarboxylic acid, 1-phenylethyl ester